NC1=NC=CC=C1C1=NC=2C(=NC(=CC2)C2CCCCC2)N1C=1C=CC(=NC1)NC(=O)C1CCC(CC1)C(=O)O (1r,4r)-4-((5-(2-(2-aminopyridin-3-yl)-5-cyclohexyl-3H-imidazo[4,5-b]pyridin-3-yl)pyridin-2-yl)carbamoyl)cyclohexane-1-carboxylic acid